N-(3-Methoxy-1,2,4-thiadiazol-5-yl)-6-(7-((2-(trimethylsilyl)ethoxy)methyl)-7H-pyrrolo[2,3-d]pyrimidin-4-yl)-1,6-diazaspiro[3.4]octane-1-carboxamide COC1=NSC(=N1)NC(=O)N1CCC12CN(CC2)C=2C1=C(N=CN2)N(C=C1)COCC[Si](C)(C)C